C(C)OC1=C(CN2C(N(CC=3C2=NN(C3)C)C3CCN(CC3)C3=C(C=CC=C3C)F)=O)C=CC=C1 7-(2-Ethoxy-benzyl)-5-[1-(2-fluoro-6-methyl-phenyl)-piperidin-4-yl]-2-methyl-2,4,5,7-tetrahydro-pyrazolo[3,4-d]pyrimidin-6-one